5-fluoro-6-iodo-1-methyl-indazol-3-amine FC=1C=C2C(=NN(C2=CC1I)C)N